N-(4-pyridyl)o-phenylenediamine N1=CC=C(C=C1)NC1=C(C=CC=C1)N